COC=1C=C(C=CC1OC)C1OC2(OC1)CC(CCC2)=O (3,4-dimethoxyphenyl)-1,4-dioxaspiro[4.5]decan-7-one